BrC=1C(=NC2=CC=CC=C2N1)C1CC1 bromo-2-cyclopropylquinoxaline